2-((trans)-4-(((8-Methyl-4-oxo-3,4-dihydroquinazolin-2-yl)methyl)thio)cyclohexyl)acetamide CC=1C=CC=C2C(NC(=NC12)CS[C@@H]1CC[C@H](CC1)CC(=O)N)=O